3-(8-(bis(4-methoxybenzyl)amino)-2-((tert-butyldimethylsilyloxy)(2-fluoro-6-formylphenyl)methyl)-[1,2,4]triazolo[1,5-a]pyrazin-6-yl)-2-fluorobenzonitrile COC1=CC=C(CN(C=2C=3N(C=C(N2)C=2C(=C(C#N)C=CC2)F)N=C(N3)C(C3=C(C=CC=C3C=O)F)O[Si](C)(C)C(C)(C)C)CC3=CC=C(C=C3)OC)C=C1